9-heptadecanyl 8-{(2-hydroxyethyl) [6-oxo-6-(undecyloxy) hexyl]amino}octanoate OCCN(CCCCCCCC(=O)OC(CCCCCCCC)CCCCCCCC)CCCCCC(OCCCCCCCCCCC)=O